1-azido-3,5-bistrifluoromethylbenzene N(=[N+]=[N-])C1=CC(=CC(=C1)C(F)(F)F)C(F)(F)F